OC1=CC=C2C(=CN(C(C2=C1)=O)C)C1=CC(=C(C=O)C(=C1)OC)OC 4-(7-Hydroxy-2-Methyl-1-Oxoisoquinolin-4-Yl)-2,6-Dimethoxybenzaldehyde